C(#N)C1(CCC(CC1)N1CCC(CC1)CNC(OCC)=O)C1=CC=CC=C1 ethyl [1-(4-cyano-4-phenylcyclohexyl)piperidin-4-yl]methylcarbamate